methyl 5-chlorosulfonyl-1-methyl-6-oxo-pyridine-3-carboxylate ClS(=O)(=O)C1=CC(=CN(C1=O)C)C(=O)OC